(R)-2-Ethyl-9-fluoro-2,3,4,5-tetrahydropyrido[3,4-f][1,4]oxazepine, Hydrochloride Cl.C(C)[C@H]1OC2=C(CNC1)C=NC=C2F